C1CCC2=CC(=CC=C12)N1N=C(C=C1C1=CC=C(C#N)C=C1)C(=O)N1C[C@@H](CCC1)NC (R)-4-(1-(2,3-Dihydro-1H-inden-5-yl)-3-(3-(methylamino)piperidin-1-carbonyl)-1H-pyrazol-5-yl)benzonitril